CC1(NC(CC(C1)OC1=CC=C(N=N1)C1=CC=CC=C1)(C)C)C 4-{6-[(2,2,6,6-Tetramethylpiperidin-4-yl)oxy]pyridazin-3-yl}benzol